ClC1=C2C(=NN(C2=C(C=C1)N1C(=NC(=CC1=O)C1=CC=CC=C1)C(CC1=CC(=CC(=C1)F)F)NC(OC(C)(C)C)=O)C)N(S(=O)(=O)C)CC1=CC=C(C=C1)OC tert-butyl (1-(1-(4-chloro-3-(N-(4-methoxybenzyl)methylsulfonamido)-1-methyl-1H-indazol-7-yl)-6-oxo-4-phenyl-1,6-dihydropyrimidin-2-yl)-2-(3,5-difluorophenyl)ethyl)carbamate